C(CCCCC)NC([C@H](CNC(=O)C1=CC=C(C(=O)N2C[C@H]([C@@H](C2)C(=O)N[C@@H]2[C@H](C2)C2=CC=CC=C2)C(=O)N[C@@H]2[C@H](C2)C2=CC=CC=C2)C=C1)NC(CCCCCCCC)=O)=O (3S,4S)-1-(4-(((S)-3-(hexylamino)-2-nonanamido-3-oxopropyl)carbamoyl)benzoyl)-N3,N4-bis((1S,2R)-2-phenylcyclopropyl)pyrrolidine-3,4-dicarboxamide